4-fluoro-L-phenylglycine FC1=CC=C([C@H](N)C(=O)O)C=C1